C(C)(C)(C)OC(=O)N1CCC(CC1)CNC(=O)C1=NC2=CC=C(C=C2C=C1)Cl.CC1(C(C1(C)C)C(=O)OCC1=C(C(=C(C(=C1F)F)C#C)F)CC)C 2-ethyl-4-ethynyl-3,5,6-trifluorobenzyl 2,2,3,3-tetramethylcyclopropanecarboxylate tert-butyl-4-((6-chloroquinoline-2-carboxamido)methyl)piperidine-1-carboxylate